C(C)N1N=C(C(=C1)C1=CC=NC=C1)C1=CC=C(C=C1)O 4-[1-Ethyl-4-(4-pyridyl)pyrazol-3-yl]phenol